CC(=O)N[C@@H]1[C@H]([C@@H]([C@H](O[C@@H]1O[C@H]2[C@H](O[C@H]([C@@H]([C@H]2O)O)O[C@@H]3[C@H](OC([C@@H]([C@H]3O)NC(=O)C)O)CO)CO)CO)O)O The molecule is an amino trisaccharide consisting of 2-acetamido-2-deoxy-alpha-D-glucopyranose, beta-D-galactopyranose and 2-acetamido-2-deoxy-D-glucopyranose residues joined in sequence by (1->4) glycosidic bonds. It is an amino trisaccharide, a member of acetamides and a glucosamine oligosaccharide. It derives from a beta-D-Galp-(1->4)-D-GlcpNAc.